(R)-1-(4-methylpiperidine-4-yl)ethylamine CC1(CCNCC1)[C@@H](C)N